COC(=O)C=1C(=CN2N=C(N=C(C21)NC2=NC=CC(=C2)OC)C=2N(C=CN2)C)C2=NN(C=C2)C ((4-methoxypyridin-2-yl)amino)-2-(1-methyl-1H-imidazol-2-yl)-6-(1-methyl-1H-pyrazol-3-yl)pyrrolo[2,1-f][1,2,4]triazine-5-carboxylic acid methyl ester